hexanamide phosphate P(=O)(O)(O)O.C(CCCCC)(=O)N